C=C(C)C1=C(C=2CCC2C=C1)O 3-(prop-1-en-2-yl)bicyclo[4.2.0]octa-1(6),2,4-trien-2-ol